3-(ethylamino)-2-[pyridinyl]-4-[(5-hydroxy-2-indolyl)carbonyl]Piperazine tert-butyl-(3S)-3-[[4-chloro-5-(trifluoromethyl)pyrimidin-2-yl]-amino]-piperidine-1-carboxylate C(C)(C)(C)OC(=O)N1C[C@H](CCC1)NC1=NC=C(C(=N1)Cl)C(F)(F)F.C(C)NC1C(NCCN1C(=O)C=1NC2=CC=C(C=C2C1)O)C1=NC=CC=C1